C1(CC1)CC=1C(=CC=C2C=C(C=C(C12)O)OCOC)F 8-(cyclopropylmethyl)-7-fluoro-3-(methoxymethoxy)naphthalen-1-ol